COC1=CC=C(/C=C/C2=NC=C(C(=O)NC=3C=C(N(C3)C)C(=O)NC=3C=C(N(C3)C)C(=O)NCC[N+]3(CCOCC3)[O-])C=C2)C=C1 (E)-4-(2-(4-(4-(6-(4-methoxystyryl)nicotinamido)-1-methyl-1H-pyrrole-2-carboxamido)-1-methyl-1H-pyrrole-2-carboxamido)ethyl)morpholine 4-oxide